2-indan-4-yl-4,4,5,5-tetramethyl-1,3,2-dioxaborolane C1CCC2=C(C=CC=C12)B1OC(C(O1)(C)C)(C)C